C(C=C)(=O)N1CC(CCC1)C=1C=C(C=CC1)NCC1=CC=C(C=C1)NC1=NC=C(C(=N1)NC=1C=CC=C2CN(C(C12)=O)C)C(F)(F)F 7-((2-((4-(((3-(1-acryloylpiperidin-3-yl)phenyl)amino)methyl)phenyl)amino)-5-(trifluoromethyl)pyrimidin-4-yl)amino)-2-methylisoindoline-1-one